NC=1C=C2C(=CN=C(C2=CN1)NC)C#CC1=CC=C(OC2CN(C2)C(=O)OC(C)(C)C)C=C1 tert-butyl 3-(4-((6-amino-1-(methylamino)-2,7-naphthyridin-4-yl)ethynyl)phenoxy)azetidine-1-carboxylate